3-Fluoro-3-(4-isopropyl-benzoyl)-azetidine-1-carboxylic acid tert-butyl ester C(C)(C)(C)OC(=O)N1CC(C1)(C(C1=CC=C(C=C1)C(C)C)=O)F